BrC1=C(C=C(C=C1COC)COC)C(\C=C\C=1OC(=CC1)Cl)=O 1-(2-bromo-3,5-dimethoxymethylphenyl)-3-(5-chlorofuran-2-yl)-(2E)-2-propen-1-one